OC=1C=C(C(=O)O)C=C(C1O)O.FC(C1=C(C=CC(=C1)C(F)(F)F)N1N=CC(=C1)NC(C1=CN=CC(=C1)C=1OC=CC1)=O)(F)F N-(1-(2,4-bis(trifluoromethyl)phenyl)-1H-pyrazol-4-yl)-5-(furan-2-yl)nicotinamide 3,4,5-trihydroxy-benzoate